FC1=C(C=CC(=C1)OC1=NN(C=C1)C=1C=NC(=NC1)C)NC1=NC=NC2=CC(=C(C=C12)NC1CCN(CC1)C(C=C)=O)OC 1-(4-((4-((2-fluoro-4-((1-(2-methylpyrimidin-5-yl)-1H-pyrazol-3-yl)oxy)phenyl)amino)-7-methoxyquinazolin-6-yl)amino)piperidin-1-yl)prop-2-en-1-one